3-bromo-5-[difluoro(4-fluorophenyl)methyl]benzoic acid BrC=1C=C(C(=O)O)C=C(C1)C(C1=CC=C(C=C1)F)(F)F